3-(4-((3-amino-6-(2,8-dimethyl-1,2,3,4-tetrahydroisoquinolin-6-yl)pyrazin-2-yl)oxy)-1H-pyrazol-1-yl)propanenitrile NC=1C(=NC(=CN1)C=1C=C2CCN(CC2=C(C1)C)C)OC=1C=NN(C1)CCC#N